C(C)(C)(C)NS(=O)(=O)C=1SC(=CC1)[N+](=O)[O-] N-tert-butyl-5-nitrothiophene-2-sulfonamide